5-(chlorodimethylsilyl)-1,2,3,4-tetramethyl-1,3-cyclopentadiene Cl[Si](C1C(=C(C(=C1C)C)C)C)(C)C